SC(CC(=O)O)C.C(O)C(C)(CO)CO trimethylolethane (3-mercaptobutyrate)